C(#N)C=1C=C(C(=NC1C1=CC=C(C=C1)C(F)(F)F)C(F)(F)F)C(=O)N1CCC(CC1)S(=O)(=O)N(C)CC 1-[5-cyano-2-(trifluoromethyl)-6-[4-(trifluoromethyl)phenyl]pyridine-3-carbonyl]-N-ethyl-N-methyl-piperidine-4-sulfonamide